N[C@H]1CN(C[C@@H](C1)F)C(=O)C=1C=C(C=2N(C1)N=C(C2C)C2=CC=1C(=NC(=CC1)C1=CC=C3CNC(C3=C1)=O)N2CC2CC2)OC 6-(2-(6-((3r,5r)-3-amino-5-fluoropiperidine-1-carbonyl)-4-methoxy-3-methylpyrazolo[1,5-a]pyridin-2-yl)-1-(cyclopropylmethyl)-1H-pyrrolo[2,3-b]pyridin-6-yl)isoindolin-1-one